(14R)-12-fluoro-14-methyl-5,6,7,8,14,15-hexahydro-4H-1,16-ethenopyrazolo[4,3-g][1,5,9,11]benzoxatriazacyclotetradecin-4-one FC=1C=CC2=C([C@H](NC3=NC4=C(C(NCCCO2)=O)C=NN4C=C3)C)C1